C(C)(C)(C)OC(NC(CC(C)C)C(=O)N)=O N-[1-(aminocarbonyl)-3-methylbutyl]carbamic acid tert-butyl ester